hafnium isobutoxide trichloride [Cl-].[Cl-].[Cl-].CC(C)C[O-].[Hf+4]